(S)-(4-(4-fluorobenzo[d]thiazol-2-yl)-6,7-dihydro-1H-imidazo[4,5-c]pyridin-5(4H)-yl)(5-(1-(2,2,2-trifluoroethyl)-1H-pyrazol-4-yl)-1,3,4-oxadiazol-2-yl)methanone FC1=CC=CC2=C1N=C(S2)[C@H]2N(CCC1=C2N=CN1)C(=O)C=1OC(=NN1)C=1C=NN(C1)CC(F)(F)F